[O].O1C=NN=C1 1,3,4-oxadiazole oxygen